(S)-5-chloro-2-(1-cyclopropylethyl)-7-iodoisoindolin-1-one ClC=1C=C2CN(C(C2=C(C1)I)=O)[C@@H](C)C1CC1